1-(4-fluoro-2-methylphenyl)-N-(2,3,6-trifluoro-4-((3-(2-(((3S,5S)-5-fluoropiperidin-3-yl)amino)pyrimidin-4-yl)pyridin-2-yl)oxy)phenyl)methanesulfonamide FC1=CC(=C(C=C1)CS(=O)(=O)NC1=C(C(=C(C=C1F)OC1=NC=CC=C1C1=NC(=NC=C1)N[C@@H]1CNC[C@H](C1)F)F)F)C